5-chloro-1-(cyclopropylsulfonyl)-3-(2-(1,1-difluoroethyl)-6-methylpyrimidin-4-yl)-1H-pyrrolo[2,3-c]pyridine ClC=1C=C2C(=CN1)N(C=C2C2=NC(=NC(=C2)C)C(C)(F)F)S(=O)(=O)C2CC2